Methyl 3-(3-(4-aminophenoxy)azetidin-1-yl)-2-(1H-pyrrol-1-yl)benzoate NC1=CC=C(OC2CN(C2)C=2C(=C(C(=O)OC)C=CC2)N2C=CC=C2)C=C1